2-methoxy-N-(5-(2-(4-(trifluoromethyl)phenoxy)ethyl)-1H-indol-3-yl)ethane-1-sulfonamide COCCS(=O)(=O)NC1=CNC2=CC=C(C=C12)CCOC1=CC=C(C=C1)C(F)(F)F